CN1N=C(C=C1)C=1C=C(C=CC1)C1=C(C(=NC(=N1)N1CCOCC1)NC1=CC=NC=C1)C=1OC=CN1 [3-(1-methylpyrazol-3-yl)phenyl]-2-morpholino-5-oxazol-2-yl-N-(4-pyridinyl)pyrimidin-4-amine